OC(C(C1=CC=CC=C1)(O)O)(C1=CC=CC=C1)O dihydroxydiphenyl-ethylene glycol